C(N)(OCCOC(N)=O)=O ethane-1,2-diyl dicarbamate